1-(4-oxo-3,4-dihydroquinazolin-8-yl)-5-(trifluoromethyl)-1H-pyrazole-4-carboxylic acid ethyl ester C(C)OC(=O)C=1C=NN(C1C(F)(F)F)C=1C=CC=C2C(NC=NC12)=O